Ethyl 4-(tert-butoxycarbonylamino)-7-fluoro-imidazo[1,5-a]quinoxaline-8-carboxylate C(C)(C)(C)OC(=O)NC=1C=2N(C3=CC(=C(C=C3N1)F)C(=O)OCC)C=NC2